ClC1=C(C=CC=C1)C1=NN2C(N=C(C=C2N2CCC(CC2)(C(=O)N)OC(C)C)OCC(C)(C)O)=C1C1=CC=C(C=C1)Cl 1-[2-(2-chlorophenyl)-3-(4-chlorophenyl)-5-(2-hydroxy-2-methyl-propoxy)pyrazolo[1,5-a]pyrimidin-7-yl]-4-isopropoxy-piperidine-4-carboxamide